ClC=1C(=NC=C(C1)C=1C=NN(C1)C)NC([C@H](C1=CC=CC=C1)NCCC1=CC=C(C=C1)C#N)=O |r| (S)- and (R)-N-(3-chloro-5-(1-methyl-1H-pyrazol-4-yl)pyridin-2-yl)-2-((4-cyanophenethyl)amino)-2-phenylacetamide